FC=1C=CC(=NC1)C(COC)=NO 1-(5-fluoro-2-pyridinyl)-2-methoxy-ethanone oxime